C1=CC=CC=2C3=CC=CC=C3C(C12)COC(=O)N[C@@H](CC(=O)OC(C)(C)C)C(=O)NC1=CC(=C(C=C1)Cl)C tert-butyl (S)-3-((((9H-fluoren-9-yl)methoxy) carbonyl)amino)-4-((4-chloro-3-methylphenyl)amino)-4-oxobutanoate